2-[2-(4-bromo-2-chlorophenyl)ethoxy]Oxazolidine BrC1=CC(=C(C=C1)CCOC1OCCN1)Cl